4-((1R,5S)-3,8-diazabicyclo[3.2.1]octan-3-yl)-7-(6-chloro-5-methyl-1H-indazol-4-yl)-8-fluoro-2-(((2R,7aS)-2-fluorotetrahydro-1H-pyrrolizin-7a(5H)-yl)methoxy)pyrido[4,3-d]pyrimidine [C@H]12CN(C[C@H](CC1)N2)C=2C1=C(N=C(N2)OC[C@]23CCCN3C[C@@H](C2)F)C(=C(N=C1)C1=C2C=NNC2=CC(=C1C)Cl)F